ClC=1C=2C(N=C3N(C2C=CC1)C1=CC(=CC=C1C31CCCCC1)N1CC(C1)CO)=O 4'-chloro-10'-(3-(hydroxymethyl)azetidin-1-yl)-5'H-spiro[cyclohexane-1,7'-indolo[1,2-a]quinazolin]-5'-one